ClC1=CC(=NC=C1)N1N=CC=C1 1-(4-chloropyridin-2-yl)-1H-pyrazol